CC1=C(C=CC(=C1)O)N1C(C=CC1=O)=O N-(2-methyl-4-hydroxyphenyl)maleimide